2-(3-(4-(difluoromethyl)-5-isopropoxypyridin-2-yl)-1,2,4-thiadiazol-5-ylamino)-N,N-dimethylnicotinamide FC(C1=CC(=NC=C1OC(C)C)C1=NSC(=N1)NC1=C(C(=O)N(C)C)C=CC=N1)F